((R)-1-hydroxyethyl)-1-methyl-1H-1,2,4-triazol O[C@H](C)C1=NN(C=N1)C